N(=[N+]=[N-])C1=CC=C(C=C1)C=C1CC(CC(C1=O)=CC1=CC=C(C=C1)C)C(=O)O 3-[(4-azidophenyl)methylidene]-5-[(4-methylphenyl)methylidene]-4-oxocyclohexane-1-carboxylic acid